(2R)-N-((R)-(3-chloro-4-fluorophenyl)(1-(S)-(1,1,1-trifluoropropan-2-yl)piperidin-4-yl)methyl)-3-oxopiperazine-1-carboxamide ClC=1C=C(C=CC1F)[C@H](NC(=O)N1CC(NCC1)=O)C1CCN(CC1)[C@@H](C(F)(F)F)C